C(C1=CC=CC=C1)(=O)O.C(C1=CC=CC=C1)(=O)O.O=C1C(O)=C(O)[C@H](O1)[C@@H](O)CO ascorbic acid dibenzoate